FC1=C(OC2=C(C=C(C=C2)N2C(N=C(C2=O)C)=O)C=2C3=C(C(N(C2)C)=O)NC=C3)C=CC(=C1)F (R)-3-(4-(2,4-difluorophenoxy)-3-(6-methyl-7-oxo-6,7-dihydro-1H-pyrrolo[2,3-c]pyridin-4-yl)phenyl)-5-methylimidazole-2,4-dione